7-fluoro-6,7-dihydro-5H-pyrrolo[1,2-b][1,2,4]triazole FC1CCN2N=CN=C21